OCCC=1C(=C(O)C=CC1C(C)(C)C1=CC=C(C=C1)O)CCO di-(hydroxyethyl)-bisphenol A